CCC(CC)N1N=CC(=C1)C=1C=2N(C=C(N1)C=1C=NN(C1)C[C@H]1CCC(N1)=O)N=CC2 (R)-5-((4-(4-(1-(pentan-3-yl)-1H-pyrazol-4-yl)pyrazolo[1,5-a]pyrazin-6-yl)-1H-pyrazol-1-yl)methyl)pyrrolidin-2-one